butanid [CH2-]CCC